NC1=NC(N(C=C1F)[C@H]1C[C@@H]([C@@](O1)(CCl)COP(=O)(OC1=CC=C(C=C1)Br)N[C@@H](C)C(=O)OC)O)=O Methyl ((((2R,3S,5R)-5-(4-amino-5-fluoro-2-oxopyrimidin-1(2H)-yl)-2-(chloromethyl)-3-hydroxytetrahydrofuran-2-yl) methoxy) (4-bromophenoxy) phosphoryl)-L-alaninate